N1N=NC2=C1N=CC=C2 7-azabenzo-triazole